N-(2-cyclopropyl-4-(2,4-difluorophenoxy)-5-(2,6-dimethylpyridin-4-yl)phenyl)methanesulfonamide C1(CC1)C1=C(C=C(C(=C1)OC1=C(C=C(C=C1)F)F)C1=CC(=NC(=C1)C)C)NS(=O)(=O)C